C(C1=CC=CC=C1)N(C[C@H](O)C1=CC(=CC=C1)F)CC1CCC(CC1)OCC1=CC=CC=C1 (R)-2-(Benzyl(((1s,4S)-4-(benzyloxy)cyclohexyl)methyl)amino)-1-(3-fluoro-phenyl)ethan-1-ol